C(C)(C)(C)OC(N[C@@H]1C(N(C2=C(OC1)C=CC(=C2)OCC2N(C(CC2)=O)C)C)=O)=O ((3S)-5-methyl-7-((1-methyl-5-oxopyrrolidin-2-yl)methoxy)-4-oxo-2,3,4,5-tetrahydrobenzo[b][1,4]oxazepin-3-yl)carbamic acid tert-butyl ester